2-[[(2S,3R)-3-(tert-butoxycarbonylamino)-2-hydroxy-4-phenyl-butanoyl]amino]-2-tetrahydropyran-4-yl-acetic acid C(C)(C)(C)OC(=O)N[C@@H]([C@@H](C(=O)NC(C(=O)O)C1CCOCC1)O)CC1=CC=CC=C1